C(C)(=O)O.C1(C=CC(N1)=O)=O.C1(C=CC(N1)=O)=O bismaleimide acetate